N-cyclopropyl-2-fluoro-5-(5-((2-hydroxyethyl)amino)pyrazin-2-yl)-4-methylbenzamide C1(CC1)NC(C1=C(C=C(C(=C1)C1=NC=C(N=C1)NCCO)C)F)=O